NC1=NC=C(C(=N1)N)OC=1C(=CC(=C(C#N)C1)OC)C(C)C 5-(2,4-Diamino-pyrimidin-5-yloxy)-4-isopropyl-2-methoxy-benzonitrile